P(=O)(OC1=C2C(=CNC2=CC=C1)CCNC)(O)O [3-[2-(methylamino)ethyl]-1H-indol-4-yl] dihydrogen phosphate